COC(=O)C1=CC(=C(C=C1)C=1CCCCC1)F 2-fluoro-2',3',4',5'-tetrahydro-[1,1'-biphenyl]-4-carboxylic acid methyl ester